BrC=1C=C2C(=NC(=NC2=CC1)N1CCCCC1)NCCOC=1C=C(C=CC1)C(=O)N1CCCC1 (3-(2-((6-bromo-2-(piperidin-1-yl)quinazolin-4-yl)amino)ethoxy)phenyl)(pyrrolidin-1-yl)methanone